C(C)OC1=NC=CC=C1C1=CC(=C2C(=N1)C(=NN2C(C)C)C)NCC2=NC=CC=N2 5-(2-ethoxy-3-pyridinyl)-1-isopropyl-3-methyl-N-(pyrimidin-2-ylmethyl)pyrazolo[4,3-b]pyridin-7-amine